FC(=C(CNC(OC(C)(C)C)=O)COC=1C=C2CCN(C(C2=CC1)=O)CC(N1CCCC1)=O)F tert-butyl N-[(E)-3-fluoro-2-[[1-oxo-2-(2-oxo-2-pyrrolidin-1-yl-ethyl)-3,4-dihydroisoquinoline-6-yl]oxymethyl]-3-fluoro-allyl]carbamate